[(1S)-1-(1-bicyclo[1.1.1]pentanylmethyl)2-[2-[(2R)-2-chloro-2-fluoro-acetyl]-2-[[(3S)-2-oxopyrrolidin-3-yl]methyl]hydrazino]-2-oxo-ethyl]-5-methyl-isoxazole-3-carboxamide C12(CC(C1)C2)C[C@H](C(=O)NN(C[C@H]2C(NCC2)=O)C([C@H](F)Cl)=O)C=2C(=NOC2C)C(=O)N